N-(1,3-Benzodioxol-4-ylmethyl)-1-[2-(3,5-dimethyl-1-piperidinyl)-4-pyridinyl]methylamine O1COC2=C1C=CC=C2CNCC2=CC(=NC=C2)N2CC(CC(C2)C)C